[Cl-].CC1=C(C=CC=C1C)[C@@H](C)C=1N=CNC1 |r| (RS)-4-[1-(2,3-Dimethylphenyl)ethyl]-1H-imidazol chlorid